COC(=O)C1CCN(CC1)CC=1C=NC(=C(C1C)C)C1CNC1 1-((6-(azetidin-3-yl)-4,5-dimethylpyridin-3-yl)methyl)piperidine-4-carboxylic acid methyl ester